1-((2-oxo-2,3-dihydro-1H-benzo[d]-imidazol-5-yl)carbamoyl)indoline-4-carboxylic acid methyl ester COC(=O)C=1C=2CCN(C2C=CC1)C(NC1=CC2=C(NC(N2)=O)C=C1)=O